C(C)N1CC2=CC(=C(C=C2CC1)OC)NC=1N=NC(=C(N1)NC1=CC(=CC=C1)OC)C(=O)N ((2-Ethyl-6-methoxy-1,2,3,4-tetrahydroisoquinolin-7-yl)amino)-5-((3-methoxyphenyl)amino)-1,2,4-triazine-6-carboxamide